1-tetrahydropyran-2-yl-4-(4,4,5,5-tetramethyl-1,3,2-dioxaborolan-2-yl)benzimidazole O1C(CCCC1)N1C=NC2=C1C=CC=C2B2OC(C(O2)(C)C)(C)C